6-chloro-2-(6-ethylpyrimidin-4-yl)-1H-pyrrolo[3,2-c]Pyridine ClC1=CC2=C(C=N1)C=C(N2)C2=NC=NC(=C2)CC